(R)-(1-(5-fluoro-2-methylpyridin-4-yl)-8-methyl-3-(3-methyl-1,2,4-thiadiazole-5-yl)-5,6-dihydroimidazo[1,5-a]pyrazin-7(8H)-yl)(4-fluorophenyl)methanone FC=1C(=CC(=NC1)C)C=1N=C(N2C1[C@H](N(CC2)C(=O)C2=CC=C(C=C2)F)C)C2=NC(=NS2)C